NC1=NC=C(C=C1O[C@H](C)C1=C(C#N)C=CC=C1)B1OC(C(O1)(C)C)(C)C |r| (rac)-2-(1-{[2-amino-5-(4,4,5,5-tetramethyl-1,3,2-dioxaborolan-2-yl)pyridin-3-yl]oxy}ethyl)benzonitrile